ClC1=CC(=NC=C1)C=1N=C(C2=C(N1)CCC2)O 2-(4-chloropyridin-2-yl)-5H,6H,7H-cyclopenta[d]pyrimidin-4-ol